2-chloro-naphthoquinone ClC=1C(C2=CC=CC=C2C(C1)=O)=O